F[C@H]1[C@@H]2CC[C@H](C[C@H]1N(C=1N=CC(=NC1)C1=C(C=C(C=C1)[C@@H]1CC(NC1)=O)O)C)N2 (4S)-4-[4-(5-{[(1S,2S,3R,5R)-2-fluoro-8-azabicyclo[3.2.1]octan-3-yl](methyl)amino}pyrazin-2-yl)-3-hydroxyphenyl]pyrrolidin-2-one